C(C)(C)NC(OCC(COC1=CC(=NC(=N1)C)C=1C(=NC(=NC1)OC)OC)(F)F)=O 3-((2',4'-dimethoxy-2-methyl-[4,5'-bipyrimidin]-6-yl)oxy)-2,2-difluoropropyl isopropylcarbamate